C[C@@]12S[P@](O[C@H]1C[C@@H](CC2)C(=C)C)(SC2=C(C(=C(C(=C2F)F)F)F)F)=S (2R,3aS,6R,7aS)-3a-methyl-2-((perfluorophenyl)thio)-6-(prop-1-en-2-yl)hexahydrobenzo[d][1,3,2]oxathiaphosphole 2-sulfide